N1(C=NC=C1)CC1=CC(=C2CCN(C(C2=C1)=O)C1=NN=CC2=CC(=C(C=C12)OC)OC)C=1C(=NN(C1)C)C(F)(F)F 7-((1H-Imidazol-1-yl)methyl)-2-(6,7-dimethoxyphthalazin-1-yl)-5-(1-methyl-3-(trifluoromethyl)-1H-pyrazol-4-yl)-3,4-dihydroisoquinolin-1(2H)-one